C1CCC2=C(C=CC=C12)C1=C(C=C2C(=N1)C(=NN2)C=2C=NN(C2)C21CN(CC1C2)C(CO)=O)OC 1-(1-(4-(5-(2,3-Dihydro-1H-inden-4-yl)-6-methoxy-1H-pyrazolo[4,3-b]pyridin-3-yl)-1H-pyrazol-1-yl)-3-azabicyclo[3.1.0]hexan-3-yl)-2-hydroxyethan-1-one